C(C=C)(=O)N1C[C@H](CCC1)C1=C2C=3CC4(CC4)CCC3NC2=C(C=C1F)C(=O)N (R)-5-(1-acryloylpiperidin-3-yl)-6-fluoro-1,2,4,9-tetrahydrospiro[carbazole-3,1'-cyclopropane]-8-carboxamide